COC=1C=C2C(=CNC2=CC1)CCN(C(C)C)C N-[2-(5-methoxy-1H-indol-3-yl)ethyl]-N-methylpropan-2-amine